OC1=C2C(=CC=3OC=4C=C(C(=C(C4C(C13)=O)CC=C(C)C)OC)OCC1=CC=C(C=C1)F)OC(C=C2)(C)C 5-Hydroxy-8-methoxy-9-((4-fluorobenzyl)oxy)-2,2-dimethyl-7-(3-methylbut-2-en-1-yl)-2H,6H-pyrano[3,2-b]xanthen-6-one